ClC1=C(C(=O)NC=2C=C3C=C(N(C3=CC2)C)C(=O)NCC2=C(C=CC=C2)C)C=C(C=C1)CNC(C(C)C)=O 5-(2-chloro-5-(isobutyrylaminomethyl)benzoylamino)-1-methyl-N-(2-methylbenzyl)-1H-indole-2-carboxamide